P(=O)([O-])(O)O.[N+](=O)(O)[O-].[Li+] lithium nitrate, phosphate salt